(8-{[2-(4-Bromophenyl)imidazo[1,2-a]pyridin-3-yl]methyl}-3,8-diazabicyclo[3.2.1]oct-3-yl)-(6-methoxypyridin-2-yl)methanon BrC1=CC=C(C=C1)C=1N=C2N(C=CC=C2)C1CN1C2CN(CC1CC2)C(=O)C2=NC(=CC=C2)OC